N-((3-(13-methyl-tetradecanoyloxy)-13-methyl-hexadecanoyl)glycyl)serine CC(CCCCCCCCCCCC(=O)OC(CC(=O)NCC(=O)N[C@@H](CO)C(=O)O)CCCCCCCCCC(CCC)C)C